ClC=1C(=C(C(=O)N2CCC=3C=CC(=NC3C2)N(C(\C=C\C)=O)C)C(=CC1OC)O)C (E)-N-(7-(3-Chloro-6-hydroxy-4-methoxy-2-methylbenzoyl)-5,6,7,8-tetrahydro-1,7-naphthyridin-2-yl)-N-methylbut-2-enamide